FC1=C(N)C=C(C=C1)OC1=C(C(=C(C=C1F)[N+](=O)[O-])C)SCC1=CC=C(C=C1)OC 2-Fluoro-5-(6-fluoro-2-((4-methoxybenzyl)thio)-3-methyl-4-nitrophenoxy)aniline